(5S,7S)-2-(tert-Butylsulfonyl)-7-fluoro-5-phenyl-6,7-dihydro-5H-pyrrolo[1,2-b][1,2,4]triazole C(C)(C)(C)S(=O)(=O)C=1N=C2N(N1)[C@@H](C[C@@H]2F)C2=CC=CC=C2